(1-(methylsulfonyl)piperidin-4-yl)-8-propoxy-7-(1H-pyrazol-4-yl)-[1,2,4]triazolo[1,5-c]pyrimidin-2-amine CS(=O)(=O)N1CCC(CC1)C1=NC(=C(C=2N1N=C(N2)N)OCCC)C=2C=NNC2